FC=1C=C2NC(C=3N(C2=C(C1C1=C2C=CNC2=C(C=C1)F)C)C(=NN3)C)(C)C 7-fluoro-8-(7-fluoro-1H-indol-4-yl)-1,4,4,9-tetramethyl-5H-[1,2,4]triazolo[4,3-a]quinoxaline